pent-4-en-2-yl benzoate C(C1=CC=CC=C1)(=O)OC(C)CC=C